C(C)N(C(N(CC)CC)=N)CCC triethyl-3-propylguanidine